C[Si](C)(C)N([Si](C)(C)C)[Ge]N([Si](C)(C)C)[Si](C)(C)C bis[bis(trimethylsilyl)amino]-germanium (II)